2-(dimethylamino)-1-(4-(((2-(2,6-dimethylpyridin-4-yl)-3-isopropyl-1H-indol-5-yl)oxy)methyl)piperidin-1-yl)ethan-1-one CN(CC(=O)N1CCC(CC1)COC=1C=C2C(=C(NC2=CC1)C1=CC(=NC(=C1)C)C)C(C)C)C